1-(4-(2-((4,4-difluorocyclohexyl)amino)-6-(3-methyl-1H-pyrazol-1-yl)pyrimidin-4-yl)piperazin-1-yl)ethan-1-one FC1(CCC(CC1)NC1=NC(=CC(=N1)N1CCN(CC1)C(C)=O)N1N=C(C=C1)C)F